Phenyl-Chlorosilane tertbutyl-(2-((2-aminoethyl)disulfaneyl)-2-methylpropyl)carbamate C(C)(C)(C)N(C(O)=O)CC(C)(C)SSCCN.C1(=CC=CC=C1)[SiH2]Cl